COC1=CC=C(C=C1)C2=COC3=CC(=C(C(=C3C2=O)OC)OC)OC The molecule is a member of the class of 4'-methoxyisoflavones that is 4'-methoxyisoflavone that is also substituted by methoxy groups at positions 5, 6, 7. It is a member of 4'-methoxyisoflavones and a member of 7-methoxyisoflavones. It derives from an isoflavone.